5a-androstandione C[C@@]12C(CC[C@H]1[C@@H]1CC[C@H]3CC(CC[C@]3(C)[C@H]1CC2)=O)=O